2,3-dicyano-5,6-dichlorobenzoquinone C(#N)C=1C(C(=C(C(C1C#N)=O)Cl)Cl)=O